Cl.Cl.FC(C=1C=NC=2CCNCC2C1)(F)F 3-(trifluoromethyl)-5,6,7,8-tetrahydro-1,6-naphthyridine dihydrochloride